ethyl-2-methylbutanoate C(C)OC(C(CC)C)=O